FC1(CCN(CCC1)C1=C(N=NC(=C1)C(F)(F)F)C(=O)NC1=CC(=CC=C1)S(=O)(=O)C)F 4-(4,4-difluoroazepan-1-yl)-N-(3-(methylsulfonyl)phenyl)-6-(trifluoromethyl)pyridazine-3-carboxamide